[N+](=O)([O-])C1=CC=CC=2N=NN(C(C21)=O)C2C(NC(CC2)=O)=O 3-(5-nitro-4-oxobenzo[d][1,2,3]triazin-3(4H)-yl)piperidin-2,6-dione